CC1=C(C(=CC(=C1)C)C)OB(O)O 2,4,6-trimethylphenyl-boric acid